2-chloro-N-((1R,2R,4S)-7-cyano-7-azabicyclo[2.2.1]heptan-2-yl)-4-(6-(1,1-difluoroethyl)-2-pyridinyl)benzamide ClC1=C(C(=O)N[C@H]2[C@H]3CC[C@@H](C2)N3C#N)C=CC(=C1)C1=NC(=CC=C1)C(C)(F)F